[Br-].C(C)OC(C[N+](CCCCCC(=O)NCCC[Si](O[Si](C)(C)C)(O[Si](C)(C)C)O[Si](C)(C)C)(C)C)=O N-(2-ethoxy-2-oxoethyl)-6-((3-(1,1,1,5,5,5-hexamethyl-3-((trimethylsilyl)oxy)trisiloxan-3-yl)propyl)amino)-N,N-dimethyl-6-oxohexan-1-aminium bromide